(R)-N-[(1S)-1-deuterio-1-[3-(1,1-difluoro-2-hydroxy-ethyl)-2-fluoro-phenyl]ethyl]-2-methyl-propane-2-sulfinamide [2H][C@](C)(C1=C(C(=CC=C1)C(CO)(F)F)F)N[S@](=O)C(C)(C)C